OC(C#CC=1C2=C(C(N(C1)C)=O)NC(=C2C(=O)OC(CCNC(C)=O)(C)C)C)(C)C (3-acetamido-1,1-dimethylpropyl) 4-(3-hydroxy-3-methyl-but-1-ynyl)-2,6-dimethyl-7-oxo-1H-pyrrolo[2,3-c]pyridine-3-carboxylate